3-amino-6-(3-tert-butylcyclobutyl)-4-(7-fluoro-1H-indazol-4-yl)-1H-1,7-phenanthrolin-2-one NC=1C(NC2=C3C=CC=NC3=C(C=C2C1C1=C2C=NNC2=C(C=C1)F)C1CC(C1)C(C)(C)C)=O